trans-4-((3-(1-Isopropyl-1H-pyrazol-4-yl)phenyl)((trans-4-(5-methoxy-6-methylpyridin-2-yl)cyclohexyl)methyl) carbamoyl)cyclohexyl 3-hydroxyazetidine-1-carboxylate OC1CN(C1)C(=O)O[C@@H]1CC[C@H](CC1)C(N(C[C@@H]1CC[C@H](CC1)C1=NC(=C(C=C1)OC)C)C1=CC(=CC=C1)C=1C=NN(C1)C(C)C)=O